N(=[N+]=[N-])CCOCCOCCOCCOCCC(=O)NCCS(=O)(=O)N[C@H](C(=O)OC)CCCCNC(=O)OCC1C2=CC=CC=C2C=2C=CC=CC12 Methyl (2S)-2-[2-(1-azido-3,6,9,12-tetraoxapentadecan-15-amido) ethanesulfonamido]-6-{[(9H-fluoren-9-ylmethoxy)carbonyl]amino}hexanoate